Cl.C[C@@H]1CNCC1 (S)-3-methylpyrrolidine hydrochloride